2,3,4,5-Tetrahydrobenzo[b]oxepine-5-carbonitrile O1C2=C(C(CCC1)C#N)C=CC=C2